ClC1=C(C=C(C=C1)N1C([C@@H](N(C(C1)=O)CC1=CC=C(C=C1)C(F)(F)F)C1COC1)=O)F (S)-1-(4-chloro-3-fluorophenyl)-3-(oxetan-3-yl)-4-(4-(trifluoromethyl)benzyl)piperazine-2,5-dione